C1(CC1)C1=NNC2=CC=C(C=C12)C1=CN=C2N1N=C(C=C2)N2C[C@@H]1[C@H](C2)CCS1(=O)=O (3aS,6aS)-5-(3-(3-cyclopropyl-1H-indazol-5-yl)imidazo[1,2-b]pyridazin-6-yl)hexahydro-2H-thieno[2,3-c]pyrrole 1,1-dioxide